5-acetyl-4-(7-bromobenzo[b]thiophen-3-yl)-2-cyclobutyl-6-methyl-1,4-dihydropyridine-3-carboxylic acid methyl ester COC(=O)C1=C(NC(=C(C1C=1C2=C(SC1)C(=CC=C2)Br)C(C)=O)C)C2CCC2